5-(4-methoxyquinazolin-6-yl)-N-(trans-4-morpholinocyclohexyl)pyrrolo[2,1-f][1,2,4]triazin-2-amine COC1=NC=NC2=CC=C(C=C12)C=1C=CN2N=C(N=CC21)N[C@@H]2CC[C@H](CC2)N2CCOCC2